BrC=1C=CC=2N(C1)C1=C(N2)C=CC=C1C(C1=CC=CC=C1)O (2-bromobenzo[4,5]imidazo[1,2-a]pyridine-9-yl)benzyl alcohol